(R)-1-(2-(4-(2-aminoethyl)phenoxy)ethyl)-N,N-dimethylpyrrolidin-3-amine NCCC1=CC=C(OCCN2C[C@@H](CC2)N(C)C)C=C1